CN1N=C(C=C1)C1=CC=CC(=N1)C(=O)N 6-(1-methyl-1H-pyrazol-3-yl)pyridineamide